C(C)(C)C1=C(NC2=CC=C(C=C12)C1CCNCC1)C=1C=C(C=2N(C1)C(=C(N2)C)C)C 6-(3-isopropyl-5-(piperidin-4-yl)-1H-indol-2-yl)-2,3,8-trimethylimidazo[1,2-a]pyridine